BrC1=C(C=C(C=C1)CO)OCOC (4-bromo-3-(methoxymethoxy)phenyl)methanol